C(#N)C1=CNC2=C(C=CC(=C12)F)NS(=O)(=O)C=1C=NN(C1)[C@@H]([C@@H](C)O)C N-(3-cyano-4-fluoro-1H-indol-7-yl)-1-[(1R,2R)-2-hydroxy-1-methylpropyl]pyrazole-4-sulfonamide